CC1=C(C=C(C=C1)C(C)O)C(F)(F)F 1-(4-methyl-3-(trifluoromethyl)phenyl)ethan-1-ol